C(C)OC1=NC=2CCN(CC2C=C1NC1=NC2=C(C=CC=C2C=N1)NCC(C)C)C N2-(2-ethoxy-6-methyl-5,6,7,8-tetrahydro-1,6-naphthyridin-3-yl)-N8-isobutylquinazolin-2,8-diamine